C(C)(C)(C)C1=CC=C(OCC2CO2)C=C1 2-(p-tert-butylphenoxymethyl) ethylene oxide